tert-butyl N-(2-methyl-4,5,6,7-tetrahydrobenzothiophen-5-yl)carbamate CC=1SC2=C(C1)CC(CC2)NC(OC(C)(C)C)=O